C(C)(C)(C)C1=CC(=NO1)NC(=O)NC1=CC=C(C=C1)C(=O)C1=CN=C2N1C=CC=C2F 1-(5-(tert-butyl)isoxazol-3-yl)-3-(4-(8-fluoroimidazo[1,2-a]pyridine-3-carbonyl)phenyl)urea